C(C)S(=O)(=O)C=1C=CC(=NC1)CC(=O)N 2-(5-(ethylsulfonyl)pyridin-2-yl)acetamide